acetylene-1,2-diphosphonic acid C(#CP(O)(=O)O)P(O)(=O)O